C(C)[NH2+]CC diethyl-aminium